C(#N)[C@H]1N(CCC1)C(CC1=CC=C(C=C1)NC(=O)NCC1=CC=C(C=C1)OC)=O N-{4-[2-((2S)-2-cyanopyrrolidinyl)-2-oxoethyl]phenyl}{[(4-methoxyphenyl)methyl]amino}carboxamide